NC=1N2C(C=3N=CN(C3N1)CCN1CCN(CC1)C1=C(C=C(OC(C(=O)OC)(C)C)C=C1)F)=NC(=N2)C2=NC=CC=C2 methyl 2-(4-(4-(2-(5-amino-8-(pyridin-2-yl)-3H-[1,2,4]triazolo[5,1-i]purin-3-yl)ethyl)piperazin-1-yl)-3-fluorophenoxy)-2-methylpropanoate